1-hydroxytetrahydro-1H-pyrrole ON1CCCC1